ClC1=NC(=NC(=N1)Cl)C1=CC=C(C=O)C=C1 4-(4,6-dichloro-1,3,5-triazin-2-yl)benzaldehyde